C(C)(C)(C)N(C(O)=O)CCCN(CCCCCCCCCC(N(CCCCCCCCCC)CCCCCCCCCC)=O)CCCCCCCCCC(=O)N(CCCCCCCCCC)CCCCCCCCCC.BrC=1C=CC(=C(C1)S(=O)(=O)N1CCOCC1)Cl 4-((5-bromo-2-chlorophenyl)sulfonyl)morpholine TERT-BUTYL-(3-(BIS(10-(DIDECYLAMINO)-10-OXODECYL)AMINO)PROPYL)CARBAMATE